2-(trifluoro-methoxy)ethan-1-amine FC(OCCN)(F)F